7-Bromo-9-isopropoxy-3-propyl-4H-pyrido[1,2-a]pyrimidin-4-one BrC=1C=C(C=2N(C(C(=CN2)CCC)=O)C1)OC(C)C